NC=1C=C(OC2=NC(=CC=C2)OC2=CC(=CC=C2)N)C=CC1 2,6-bis(3-aminophenoxy)pyridine